tris(2-acryloyloxyethyl)(4-trifluoromethylbenzyl)ammonium C(C=C)(=O)OCC[N+](CC1=CC=C(C=C1)C(F)(F)F)(CCOC(C=C)=O)CCOC(C=C)=O